CS(=O)(=O)N[C@@H]1[C@@H](N(CCC1)C(=O)OC1(CC1)C)COC1CCN(CC1)C1=NC=CC=N1 1-methylcyclopropyl cis-3-((methylsulfonyl)amino)-2-(((1-(pyrimidin-2-yl) piperidin-4-yl)oxy) methyl)piperidine-1-carboxylate